5-ethylcyclopentene-1-formaldehyde C(C)C1CCC=C1C=O